5-((methylsulfonyl)methyl)furan-2-carboxamide CS(=O)(=O)CC1=CC=C(O1)C(=O)N